(tert-butyl)-4-(2-methyl-4-phenethyloxy-but-3-en-1-yl)benzene C(C)(C)(C)C1=CC=C(C=C1)CC(C=COCCC1=CC=CC=C1)C